N-[2-(2-aminoethoxy)ethyl]-2-ethyl-4-[[3-[1-(3-hydroxy-2,2-dimethylpropyl)-3-(trifluoromethyl)pyrazol-4-yl]imidazo[1,2-a]pyrazin-8-yl]amino]benzamide NCCOCCNC(C1=C(C=C(C=C1)NC=1C=2N(C=CN1)C(=CN2)C=2C(=NN(C2)CC(CO)(C)C)C(F)(F)F)CC)=O